(S)-6-chloro-5-hydroxy-3-hydroxycaproate ClCC(C[C@@H](CC(=O)[O-])O)O